FC(C1=NN(CO1)[C@@H]1C(N(C2=C(O[C@@H]1C)C=CC=N2)C)=O)(C2=CC=CC=C2)F 5-(difluoro(phenyl)methyl)-N-((2R,3S)-2,5-dimethyl-4-oxo-2,3,4,5-tetrahydropyrido[3,2-b][1,4]oxazepin-3-yl)-1,3,4-oxadiazol